C(C)(C)(C)OC(=O)N1CCC(CC1)CNC1=NN2C(C=3OCCN(C13)C)=NC(=C2)C 4-[(2,6-Dimethyl-7,8-dihydro-6H-9-oxa-1,3a,4,6-tetraaza-cyclopenta[a]naphthalen-5-ylamino)-methyl]-piperidine-1-carboxylic acid tert-butyl ester